2-(2-Phenylacetylamino)-N-(2-chloro-6-methylphenyl)-1,3-selenazol-5-carboxamide C1(=CC=CC=C1)CC(=O)NC=1[Se]C(=CN1)C(=O)NC1=C(C=CC=C1C)Cl